O=C1N(CCC(N1)=O)N1C(C2=CC=C(C=C2C1=O)CN1CCN(CC1)C=1C2=C(N=C(N1)C)SC1=C2CCCC1)=O 2-(2,4-dioxotetrahydropyrimidin-1(2H)-yl)-5-((4-(2-methyl-5,6,7,8-tetrahydrobenzo[4,5]thieno[2,3-d]pyrimidin-4-yl)piperazin-1-yl)methyl)isoindoline-1,3-dione